C(C1=CC=CC=C1)N1CC=2C(N(C=3N=CC=CC3C2CC1)CC1=CC(=CC=C1)Br)=O 3-benzyl-6-(3-bromobenzyl)-2,3,4,6-tetrahydropyrido[3,4-c][1,8]naphthyridin-5(1H)-one